C1(CC1)N1C(=NC2=C1C=C(C(=C2)C#CC2=NN(C(=C2C(=O)N)NCCO)[C@@H]2CN([C@H](C2)COC)C(C=C)=O)F)C 3-[2-(1-Cyclopropyl-6-fluoro-2-methyl-1,3-benzodiazol-5-yl)ethynyl]-5-[(2-hydroxyethyl)amino]-1-[(3S,5R)-5-(methoxymethyl)-1-(prop-2-enoyl)pyrrolidin-3-yl]pyrazole-4-carboxamide